6-fluoro-9-nitro-10-(thiophene-2-carbonyl)-1,2,3,4-tetrahydropyrimidino[1,2-a]indole FC1=CC=C(C=2C(=C3N(C12)CCCN3)C(=O)C=3SC=CC3)[N+](=O)[O-]